N-(1,1-dichloro-methyl)morpholine ClC(Cl)N1CCOCC1